1-(8-((4-Bromo-3-fluorophenyl)sulfonyl)-5-oxa-2,8-diazaspiro[3.5]nonan-2-yl)-2-chloroethan-1-one BrC1=C(C=C(C=C1)S(=O)(=O)N1CCOC2(CN(C2)C(CCl)=O)C1)F